2-bromo-(tert-butyl)-1,3-diiodobenzene BrC1=C(C=CC(=C1I)C(C)(C)C)I